N-(3,5-Dimethoxyphenyl)-2-ethynyl-N-(1-(2-hydroxyethyl)-2-oxopyrrolidin-3-yl)thiazole-4-carboxamide COC=1C=C(C=C(C1)OC)N(C(=O)C=1N=C(SC1)C#C)C1C(N(CC1)CCO)=O